N-((2-(2,6-dioxopiperidin-3-yl)-1-oxoisoindolin-5-yl)methyl)-2-(4-isopropylphenyl)quinoline-4-carboxamide O=C1NC(CCC1N1C(C2=CC=C(C=C2C1)CNC(=O)C1=CC(=NC2=CC=CC=C12)C1=CC=C(C=C1)C(C)C)=O)=O